tridodecyl-amine C(CCCCCCCCCCC)N(CCCCCCCCCCCC)CCCCCCCCCCCC